2-(3-(8-oxa-3-azabicyclo[3.2.1]oct-3-yl)propyl)isoindoline-1,3-dione C12CN(CC(CC1)O2)CCCN2C(C1=CC=CC=C1C2=O)=O